C(C)(C)(C)OC(=O)N1C[C@@H](C[C@@H](C1)C)C(=O)O |r| rac-(3R,5S)-1-(tert-butoxycarbonyl)-5-methylpiperidine-3-carboxylic acid